FC=1C=C(C=CC1C=C)S(=O)(=O)N 3-fluoro-4-vinylbenzenesulfonamide